C(=CC)S(=O)(=O)[O-].[Na+] Sodium propenesulfonate